FC(C1=NN=C(O1)C=1C=CC(=NC1)CN1C(N(C2=C1C=C(C=C2)C=2C=NC=CC2)C2CCN(CC2)C)=O)F 3-((5-(5-(difluoromethyl)-1,3,4-oxadiazol-2-yl)pyridin-2-yl)methyl)-1-(1-methylpiperidin-4-yl)-5-(pyridin-3-yl)-1,3-dihydro-2H-benzo[d]imidazol-2-one